C1(CCCCC1)CN(CCCNS(=O)(=O)N1CCCCC1)CCCNS(=O)(=O)C1=C(C=C(C=C1)N(C)C)F N-(3-((cyclohexylmethyl)(3-(4-(dimethylamino)-2-fluorophenylsulphonylamino)propyl)amino)propyl)piperidine-1-sulfonamide